N-cinnamyl-2,4-dimethylaniline C(C=CC1=CC=CC=C1)NC1=C(C=C(C=C1)C)C